3,6-dimethyltridec-5-en-1-ol CC(CCO)CC=C(CCCCCCC)C